3-(5-(1-(6-chloro-3-methyl-1H-indole-2-carbonyl)-1,2,3,6-tetrahydropyridin-4-yl)-1-oxoisoindolin-2-yl)piperidine-2,6-dione ClC1=CC=C2C(=C(NC2=C1)C(=O)N1CCC(=CC1)C=1C=C2CN(C(C2=CC1)=O)C1C(NC(CC1)=O)=O)C